2-[1-(Hydroxy-3,5-di-tert-pentylphenyl)ethyl]-4,6-di-tert-pentylphenyl Acrylate C(C=C)(=O)OC1=C(C=C(C=C1C(C)(C)CC)C(C)(C)CC)C(C)C1=C(C(=CC(=C1)C(C)(C)CC)C(C)(C)CC)O